3,3-dicyclopropyl-N-[4-(3,5-dimethyl-1H-pyrazol-4-yl)phenyl]-2-[5-(1-methyl-2-oxo-4-pyridyl)-4H-1,2,4-triazol-3-yl]propanamide C1(CC1)C(C(C(=O)NC1=CC=C(C=C1)C=1C(=NNC1C)C)C1=NN=C(N1)C1=CC(N(C=C1)C)=O)C1CC1